(S)-5-(amino(cyclopentyl)methyl)thiophene-3-carboxamidine hydrochloride Cl.N[C@H](C1=CC(=CS1)C(=N)N)C1CCCC1